3-dichloroacetyl-2,2,5-trimethyloxazolidine ClC(C(=O)N1C(OC(C1)C)(C)C)Cl